N-((2S,3S)-1-(2-hydroxy-2-methylpropanoyl)-2-((2,2',3'-trifluorobiphenyl-3-yl)methyl)pyrrolidin-3-yl)ethanesulfonamide OC(C(=O)N1[C@H]([C@H](CC1)NS(=O)(=O)CC)CC=1C(=C(C=CC1)C1=C(C(=CC=C1)F)F)F)(C)C